3-[4-[4-[1-[4-[(3R,5R)-5-[(5-bromo-1-methyl-6-oxo-pyridazin-4-yl)amino]-1-methyl-3-piperidyl]benzoyl]-4-piperidyl]piperazin-1-yl]-2-methyl-phenyl]piperidine-2,6-dione BrC1=C(C=NN(C1=O)C)N[C@@H]1C[C@@H](CN(C1)C)C1=CC=C(C(=O)N2CCC(CC2)N2CCN(CC2)C2=CC(=C(C=C2)C2C(NC(CC2)=O)=O)C)C=C1